NC1=C(C=2C(=NC=CN2)N1C1=C(C(=CC=C1C)O)C)C(=O)C=1NC2=CC=CC=C2C1 (6-amino-5-(3-hydroxy-2,6-dimethylphenyl)-5H-pyrrolo[2,3-b]pyrazin-7-yl)(1H-indol-2-yl)methanone